C(CCCCCCCCCCCCCCC)OC[C@@H](OC=CCCCCCCCCCCCCCCCC)COP(=O)([O-])OCC[N+](C)(C)C 1-O-hexadecanyl-2-O-(9Z-octadecenyl)-sn-glycero-3-phosphocholine